CN(CCOC1=CC=C(NC=2N=CC3=C(N2)N(C(C(=C3)N3CCN(C2=C(C=CC=C32)C)C(=O)OC(C)(C)C)=O)CC(C)(C)O)C=C1)C tert-butyl 4-[2-[4-[2-(dimethylamino)ethoxy]anilino]-8-(2-hydroxy-2-methyl-propyl)-7-oxo-pyrido[2,3-d]pyrimidin-6-yl]-8-methyl-2,3-dihydroquinoxaline-1-carboxylate